BrC=1C(=NC=CC1)C=1C=CC2=C(OC3=C2C=CC=C3)C1 3-bromo-2-(dibenzo[b,d]furan-3-yl)pyridine